3H-pyrroloN N1C(CC=C1)=O